acetic acid isopropyl ester (isopropyl acetate) C(C)(C)CC(=O)O.C(C)(C)OC(C)=O